S(=O)(=O)(O)OS(=O)(=O)O.CN(CCCCCCN(C)C)C tetramethyl hexamethylenediamine disulfate